[2H]C1(OCC=2C=3C(=N[C@H](C(NC3SC2OC1([2H])[2H])=O)C)C1=C(C=CC=C1F)F)[2H] (13S)-5,5,6,6-tetradeutero-15-(2,6-difluorophenyl)-13-methyl-4,7-dioxa-9-thia-11,14-diazatricyclo[8.5.0.02,8]pentadeca-1(10),2(8),14-trien-12-one